OC(C(=O)C1=CC=C(OCCNC(C=C)=O)C=C1)(C)C 1-{2-[p-(2-hydroxy-2-methylpropionyl)phenoxy]ethylamino}-2-propen-1-one